4-benzoylphenol C(C1=CC=CC=C1)(=O)C1=CC=C(C=C1)O